BrC1=CC(=C(C=C1)F)OC 4-bromo-1-fluoro-2-methoxybenzene